6-[(1-tert-butyl-3-piperidyl)amino]-3-[2-methoxy-4-(trifluoromethyl)phenyl]-4-methyl-1,2,4-triazin-5-one C(C)(C)(C)N1CC(CCC1)NC=1C(N(C(=NN1)C1=C(C=C(C=C1)C(F)(F)F)OC)C)=O